(R)-4-{5-[(R)-(1,3-dimethyl-azetidin-3-yl)-hydroxy-(4-isopropyl-phenyl)-methyl]-pyridin-3-yl}-2-(2-methoxy-pyrimidin-4-yl)-but-3-yn-2-ol CN1CC(C1)(C)[C@@](C=1C=C(C=NC1)C#C[C@@](C)(O)C1=NC(=NC=C1)OC)(C1=CC=C(C=C1)C(C)C)O